CN1C=NC=C1C1=NC(=CC(=N1)C(=O)NC1CCC(CC1)NCC(F)(F)F)C1CCOCC1 2-(1-methyl-1H-imidazol-5-yl)-6-(tetrahydro-2H-pyran-4-yl)-N-((1r,4r)-4-((2,2,2-trifluoroethyl)amino)cyclohexyl)pyrimidine-4-carboxamide